C(C=C)OCCC(=O)N1C(C(CC1)NS(=O)(=O)CC)CC=1C=C(C=CC1)C1=C(C=CC=C1)C=C N-(1-(3-(allyloxy)propanoyl)-2-((2'-vinyl-[1,1'-biphenyl]-3-yl)methyl)-pyrrolidin-3-yl)ethanesulfonamide